FC1(CC(C1)CN1N=CC(=C1)C=1C(=NC(=CC1)C)C1=CC=C2C=C(N=NC2=C1)OC)F 7-(3-{1-[(3,3-difluorocyclobutyl)methyl]-1H-pyrazol-4-yl}-6-methylpyridin-2-yl)-3-methoxycinnoline